2-morpholino-N-(3-sulfamoylphenyl)-5-(trifluoromethyl)pyridine-3-carboxamide O1CCN(CC1)C1=NC=C(C=C1C(=O)NC1=CC(=CC=C1)S(N)(=O)=O)C(F)(F)F